(E)-3-(2-(pyridin-2-yl)vinyl)-1-(tetrahydro-2H-pyran-2-yl)-1H-indazole-5-carbaldehyde N1=C(C=CC=C1)/C=C/C1=NN(C2=CC=C(C=C12)C=O)C1OCCCC1